Dodecyl Azide C(CCCCCCCCCCC)N=[N+]=[N-]